(S*)-allyl 4-((3aS*,6aS*)-6,6-difluorohexahydro-1H-pyrrolo[3,2-c]isoxazol-1-yl)-2-hydroxy-2-methylbutanoate trifluoroacetate FC(C(=O)O)(F)F.FC1(CN[C@H]2[C@@H]1N(OC2)CC[C@](C(=O)OCC=C)(C)O)F |o1:11,12,18|